C(C1=CC=CC=C1)OC1=NC(=NC(=C1CC(C)C)OCC1=CC=CC=C1)N 4,6-dibenzyloxy-5-isobutyl-pyrimidin-2-amine